C[C@@H](C(=O)O)CCC (R)-2-methylpentanoic acid